1-(7-chloro-quinolin-3-ylmethyl)-3-methoxymethyl-1H-pyrazole-4-carboxylic acid 2-fluoro-3-methoxy-benzylamide FC1=C(CNC(=O)C=2C(=NN(C2)CC=2C=NC3=CC(=CC=C3C2)Cl)COC)C=CC=C1OC